C(C)(C)(C)C(=O)NC1(CCN(CC1)C1=NC=C(C=C1)C=1C=2N(C=C(C1)OCC)N=C1C2C=NN1)C(=O)[O-] 4-((tert-butylcarbonyl)amino)-1-(5-(6-ethoxy-1H-pyrazolo[3',4':3,4]pyrazolo[1,5-a]pyridine-4-yl)pyridin-2-yl)piperidine-4-carboxylate